4-methyl-N-(1-methyl-2-oxo-1,2-dihydropyridin-4-yl)piperidine CC1CCN(CC1)C1=CC(N(C=C1)C)=O